NC1=C2C(=NC=N1)N(N=C2C2=CC=C(C=C2)OC2=CC=CC=C2)C2CCC(CC2)NC([C@@H](CC)N(C)C)=O (R)-N-(4-(4-amino-(4-phenoxyphenyl)-1H-pyrazolo[3,4-d]pyrimidin-1-yl)cyclohexyl)-2-(dimethylamino)butyramide